FC=1C=CC(=C(C1)N1C(N([C@H](C1)C#N)C1=CN=CC2=CC=CC=C12)=O)OC |r| Racemic-1-(5-fluoro-2-methoxyphenyl)-3-(isoquinolin-4-yl)-2-oxoimidazoline-4-carbonitrile